C(C)(C)(C)OC(=O)N[C@H](C(=O)OCC(F)(F)F)CC1=CC=C(C=C1)NC(CCCC[C@@H]1SC[C@@H]2NC(N[C@@H]21)=O)=O 2,2,2-trifluoroethyl (S)-2-((tert-butoxycarbonyl)amino)-3-(4-(5-((3aS,4S,6aR)-2-oxohexahydro-1H-thieno[3,4-d]imidazol-4-yl)pentanamido)phenyl)propanoate